BENZHYDRYL-THIOACETAMIDE C(C1=CC=CC=C1)(C1=CC=CC=C1)CC(=S)N